NC1=CC(=C(C(=C1)F)N1CCC(CC1)CC(=O)OC(C)(C)C)F tert-butyl 2-[1-(4-amino-2,6-difluoro-phenyl)-4-piperidyl]acetate